1-(5-bromo-2-chloropyridin-3-yl)ethyl (1-methyl-4-(5-(2,2,2-trifluoroacetamido)pyridin-2-yl)-1H-1,2,3-triazol-5-yl)carbamate CN1N=NC(=C1NC(OC(C)C=1C(=NC=C(C1)Br)Cl)=O)C1=NC=C(C=C1)NC(C(F)(F)F)=O